(S)-4-(2-bromo-5-toluenesulfonyl-5H-pyrrolo[2,3-b]pyrazin-7-yl)-N-(2-hydroxypropyl)-N-methylbenzamide BrC=1N=C2C(=NC1)N(C=C2C2=CC=C(C(=O)N(C)C[C@H](C)O)C=C2)S(=O)(=O)CC2=CC=CC=C2